2-(7-((2S,5R)-4-(1-(3-(hydroxymethyl)quinoxalin-6-yl)ethyl)-2,5-dimethylpiperazin-1-yl)-4-methyl-5-oxo-4,5-dihydro-2H-pyrazolo[4,3-b]pyridin-2-yl)acetonitrile OCC=1C=NC2=CC=C(C=C2N1)C(C)N1C[C@@H](N(C[C@H]1C)C=1C=2C(N(C(C1)=O)C)=CN(N2)CC#N)C